(benzo[d][1,3]dioxolan-5-yl)-[2,4'-bithiazole]-2'-amine O1COC2=C1C=CC(=C2)C=2N=C(SC2)C=2N=C(SC2)N